C(C)N(C1=NC(=CC=C1C(=O)NS(=O)(=O)C1=CC=NN1)C1=CC(=CC(=C1)OCC(C)C)F)CC 2-(diethylamino)-6-(3-fluoro-5-isobutoxy-phenyl)-N-(1H-pyrazol-5-ylsulfonyl)pyridine-3-carboxamide